FS(C=1C=C(N)C=CC1)(F)(F)(F)F 3-(pentafluoro-sulfanyl)aniline